N-[2-(3-aminopropanoylamino)ethyl]-4-[[3-[2,3-difluoro-4-[(5-fluoro-2-pyridyl)oxy]phenyl]imidazo[1,2-a]pyrazin-8-yl]amino]-2-ethyl-benzamide NCCC(=O)NCCNC(C1=C(C=C(C=C1)NC=1C=2N(C=CN1)C(=CN2)C2=C(C(=C(C=C2)OC2=NC=C(C=C2)F)F)F)CC)=O